CC1(CN(C1)CC(=O)NC=1C=C(C(=NC1)C)C=1N2C(SC1C=1C=NN(C1)CC(F)(F)F)=C(C=N2)C(=O)N)C (5-(2-(3,3-dimethylazetidin-1-yl)acetamido)-2-methylpyridin-3-yl)-2-(1-(2,2,2-trifluoroethyl)-1H-pyrazol-4-yl)pyrazolo[5,1-b]thiazole-7-carboxamide